N-(6-((5-chloro-2-((4-(4-((3S,4R)-3-fluoro-1-methylpiperidin-4-yl)piperazin-1-yl)-2-methoxyphenyl)amino)pyrimidin-4-yl)amino)quinoxalin-5-yl)methanesulfonamide ClC=1C(=NC(=NC1)NC1=C(C=C(C=C1)N1CCN(CC1)[C@H]1[C@H](CN(CC1)C)F)OC)NC=1C(=C2N=CC=NC2=CC1)NS(=O)(=O)C